C(C)C=C(C(=O)O)N(C)C Ethyl-(N,N-dimethylamino)acrylic acid